magnesium ferric chloride [Fe](Cl)(Cl)Cl.[Mg]